O1CCC2=C1C=CC(=C2)NC(C)=O N-(2,3-Dihydrobenzofuran-5-yl)acetamide